[3-(1-AMINO-3-METHYLISOQUINOLIN-6-YL)-4-METHOXYPHENYL]BORONIC ACID NC1=NC(=CC2=CC(=CC=C12)C=1C=C(C=CC1OC)B(O)O)C